1,1'-(3,3'-dichloro[1,1'-biphenyl]-4,4'-diyl)bis{2,4-diamino-3-[(E)-diazenyl]naphthalene-1-sulfonic acid} ClC=1C=C(C=CC1C1(C(C(=C(C2=CC=CC=C12)N)\N=N\[H])N)S(=O)(=O)O)C1=CC(=C(C=C1)C1(C(C(=C(C2=CC=CC=C12)N)\N=N\[H])N)S(=O)(=O)O)Cl